C(C)(C)NC1=NC(=CC2=C1N=C(N=C2)N[C@@H]2CNCCC2)C(F)(F)F (S)-3-((8-(isopropylamino)-6-(trifluoromethyl)pyrido[3,4-d]pyrimidin-2-yl)amino)piperidine